COC=1C=C2C(=CC=NC2=CC1OC)OC1=CC=C(C=C1)N1C(N(C[C@H]1O)C1=CC(=CC=C1)C(F)(F)F)=O (4R)-3-[4-[(6,7-dimethoxy-4-quinolyl)oxy]phenyl]-4-hydroxy-1-[3-(trifluoromethyl)phenyl]imidazolidin-2-one